(2-Hydroxyethyl)dimethyl(3-sulfopropyl)ammonium hydroxide [OH-].OCC[N+](CCCS(=O)(=O)O)(C)C